C(C)(C)(C)NC1=C(C2=CC=CC=C2C=C1C1=CC=C(C=C1)C(C)(C)C)C#N 2-tert-butylamino-3-(4-tert-butylphenyl)-1-naphthalonitrile